BrC=1C=NC=C(C1)C1=CC(=C(C=C1)OC)OC1CC1 3-bromo-5-(3-cyclopropyloxy-4-methoxyphenyl)pyridine